3-(2-(4-(8-chloro-5,6-dihydro-11H-benzo[5,6]cyclohepta[1,2-b]pyridin-11-ylidene)piperidin-1-yl)ethyl)quinazoline-2,4(1H,3H)-dione ClC=1C=CC2=C(CCC=3C(=NC=CC3)C2=C2CCN(CC2)CCN2C(NC3=CC=CC=C3C2=O)=O)C1